benzyl (2S)-5-[bis[2-[5-(tert-butoxycarbonylamino)pentanoylamino]ethyl]amino]-2-[5-(tert-butoxycarbonylamino)pentanoylamino]-5-oxo-pentanoate C(C)(C)(C)OC(=O)NCCCCC(=O)NCCN(C(CC[C@@H](C(=O)OCC1=CC=CC=C1)NC(CCCCNC(=O)OC(C)(C)C)=O)=O)CCNC(CCCCNC(=O)OC(C)(C)C)=O